(pyridin-2-ylmethyl)-2-[4-(pyrimidin-2-yl)piperazin-1-yl]acetamide N1=C(C=CC=C1)CC(C(=O)N)N1CCN(CC1)C1=NC=CC=N1